silanol ammonium salt [NH4+].[SiH3]O